NC1=NN2C(C=CC(=C2)C=2C(=C(C(=CC2)C)NC(=O)N2OCC[C@H]2C2=CC=CC=C2)F)=N1 (S)-N-(3-(2-amino-[1,2,4]triazolo[1,5-a]pyridin-6-yl)-2-fluoro-6-methylphenyl)-3-phenylisoxazolidine-2-carboxamide